tert-butyl (cyclobutylmethyl)((3R)-1-(1-(1-(3-(5-methoxypyridin-3-yl)-1H-1,2,4-triazol-1-yl)ethyl)-2-oxo-1,2-dihydropyridin-4-yl)piperidin-3-yl)carbamate C1(CCC1)CN(C(OC(C)(C)C)=O)[C@H]1CN(CCC1)C1=CC(N(C=C1)C(C)N1N=C(N=C1)C=1C=NC=C(C1)OC)=O